BrC1=CC=C(C=C1)C(C=CC=1C=C(OCCC(=O)O)C=CC1)=O 3-[3-[3-(4-Bromophenyl)-3-oxoprop-1-enyl]phenoxy]propanoic acid